[6-[5-(1-aminocyclopropyl)-4H-1,2,4-triazol-3-yl]-2-azaspiro[3.3]heptan-2-yl]-[6-[[2-fluoro-4-(trifluoromethyl)phenyl]methyl]-2-azaspiro[3.3]heptan-2-yl]methanone NC1(CC1)C=1NC(=NN1)C1CC2(CN(C2)C(=O)N2CC3(C2)CC(C3)CC3=C(C=C(C=C3)C(F)(F)F)F)C1